5-(4-bromo-phenyl)-5,5-difluoro-pentanoic acid methyl ester COC(CCCC(F)(F)C1=CC=C(C=C1)Br)=O